(2S,4S)-4-Fluoro-1-(toluene-4-sulfonyl)-pyrrolidine-2-carboxylic acid benzothiazol-5-ylmethyl-(4,4-dimethyl-cyclohexyl)-amide S1C=NC2=C1C=CC(=C2)CN(C(=O)[C@H]2N(C[C@H](C2)F)S(=O)(=O)C2=CC=C(C)C=C2)C2CCC(CC2)(C)C